4-((tert-Butyldimethylsilyl)oxy)-6-chlorochroman-2-carboxylic acid methyl ester COC(=O)C1OC2=CC=C(C=C2C(C1)O[Si](C)(C)C(C)(C)C)Cl